N(C1=CC=CC=C1)C1=CC=C(C=C1)N(C(=O)NCC1=CC=CC=C1)[C@@H]1CC[C@H](CC1)NC1=NC=C(C=C1)C#N 1-(4-anilinophenyl)-3-benzyl-1-(trans-4-((5-cyanopyridin-2-yl)amino)cyclohexyl)urea